ClC1=C(C=C(C=C1C)C)C1=CC=CC=C1 chloro-3,5-dimethyl-1,1'-biphenyl